tert-butyl 9-(1-hydroxy-2-methylpropan-2-yl)-3,9-diazaspiro[5.5]undecane-3-carboxylate OCC(C)(C)N1CCC2(CCN(CC2)C(=O)OC(C)(C)C)CC1